FC=1N=C(SC1)CNC(O)=O.CNCCC(=O)N 3-(methylamino)propanamide N-[(4-Fluorothiazol-2-yl)methyl]Carbamate